1-allyl-3-amyl-imidazole chloride salt [Cl-].C(C=C)N1CN(C=C1)CCCCC